ethyl-isourea sulfate S(=O)(=O)(O)O.C(C)NC(O)=N